7-chloro-6-(3-isopropyl-5-(piperidin-4-yl)-1H-indol-2-yl)imidazo[1,2-a]pyridine ClC1=CC=2N(C=C1C=1NC3=CC=C(C=C3C1C(C)C)C1CCNCC1)C=CN2